tert-butyl 4-[3-(4-bromo-3-methyl-phenoxy)-2-methyl-propyl]piperidine-1-carboxylate BrC1=C(C=C(OCC(CC2CCN(CC2)C(=O)OC(C)(C)C)C)C=C1)C